FC1(OC2=C(O1)C=CC(=C2)N2N=C(C(=C2)N2CCNCC2)C(C)C)F 1-[1-(2,2-difluoro-1,3-benzodioxol-5-yl)-3-isopropyl-pyrazol-4-yl]piperazine